(3S)-3-(2-(5-(2-(dimethylamino)ethyl)-4-methyl-2-oxopyridin-1(2H)-yl)-4-methylpentanamido)-3-(4-fluoro-2',5,6'-trimethyl-4'-(trifluoromethyl)biphenyl-3-yl)propanoic acid CN(CCC=1C(=CC(N(C1)C(C(=O)N[C@@H](CC(=O)O)C=1C=C(C=C(C1F)C)C1=C(C=C(C=C1C)C(F)(F)F)C)CC(C)C)=O)C)C